NC=1C=C(C=C(C1)C(F)(F)F)[C@@H](C)C=1N=C(C2=C(N1)C=NC(=C2)N2[C@H](CN(CC2)C)C)N ((R)-1-(3-amino-5-(trifluoromethyl)phenyl)ethyl)-6-((S)-2,4-dimethylpiperazin-1-yl)pyrido[3,4-d]pyrimidin-4-amine